C(C=C)(=O)N1C[C@@H]2COC3=C(C(N2CC1)=O)C(=NC(=C3Cl)C3=C(C=CC=C3O)F)N3C(COCC3)(C)C (6aR)-8-acryloyl-4-chloro-1-(3,3-dimethylmorpholino)-3-(2-fluoro-6-hydroxyphenyl)-6,6a,7,8,9,10-hexahydro-12H-pyrazino[2,1-c]pyrido[3,4-f][1,4]oxazepin-12-one